2',6'-bis(benzyloxy)-5-bromo-6-methyl-2,3'-bipyridine C(C1=CC=CC=C1)OC1=NC(=CC=C1C1=NC(=C(C=C1)Br)C)OCC1=CC=CC=C1